2-((2S,3S,4S)-2-(aminomethyl)-5-chloro-6-fluoro-3-hydroxy-2-phenyl-2,3-dihydrobenzofuran-4-yl)-3-fluoro-4-(2-hydroxyethoxy)benzamide NC[C@@]1(OC2=C([C@@H]1O)C(=C(C(=C2)F)Cl)C2=C(C(=O)N)C=CC(=C2F)OCCO)C2=CC=CC=C2